CN(C=1C=C(C=NC1)C1=NN=C(S1)C(C)O)C 1-(5-(5-(dimethylamino)pyridin-3-yl)-1,3,4-thiadiazol-2-yl)ethan-1-ol